C(C)(=O)N[C@@H]1C[C@H](C[C@H]1F)C(=O)N[C@@H](C12CCC(CC1)(C2)F)C2=C(C(=CC(=C2F)O)Cl)Cl (1R,3R,4R)-3-acetamido-N-((S)-(2,3-dichloro-6-fluoro-5-hydroxyphenyl)(4-fluorobicyclo[2.2.1]hept-1-yl)methyl)-4-fluorocyclopentane-1-carboxamide